ClC=1C=C(C=C(C1OC1=CC2=C(NC(N2C)=O)C=C1)Cl)NC(=O)C1=NOC(N1)=O N-(3,5-dichloro-4-((3-methyl-2-oxo-2,3-dihydro-1H-benzo[d]imidazol-5-yl)oxy)phenyl)-5-oxo-4,5-dihydro-1,2,4-oxadiazole-3-carboxamide